3α-ethynyl-3β-hydroxy-5α-androstan-17-one C(#C)[C@]1(C[C@@H]2CC[C@H]3[C@@H]4CCC([C@@]4(C)CC[C@@H]3[C@]2(CC1)C)=O)O